bis[di-tert-butyl-(p-dimethylaminophenyl)phosphine] palladium (II) dichloride [Pd](Cl)Cl.C(C)(C)(C)P(C1=CC=C(C=C1)N(C)C)C(C)(C)C.C(C)(C)(C)P(C1=CC=C(C=C1)N(C)C)C(C)(C)C